(4R)-1-[3-fluoro-5-(2-methylpyridin-3-yl)phenyl]-4-[4-(pyrimidin-2-yl)piperazin-1-yl]pyrrolidin-2-one FC=1C=C(C=C(C1)C=1C(=NC=CC1)C)N1C(C[C@H](C1)N1CCN(CC1)C1=NC=CC=N1)=O